NCC1=C2CNCC2=CC=C1 4-(aminomethyl)isoindoline